CN1N=C(C=C1C=1C=NC(=C2C=CNC(C12)=O)NCC1=C(C=CC2=C1CCO2)F)C 8-(1,3-dimethyl-1H-pyrazol-5-yl)-5-(((5-fluoro-2,3-dihydrobenzofuran-4-yl)methyl)amino)-2,6-naphthyridin-1(2H)-one